3-(5-(7-(4-(4-(8-(3,5-difluoro-4-(morpholinomethyl)phenyl)quinoxalin-2-yl)-1H-pyrazol-1-yl)piperidin-1-yl)-7-oxoheptyl)-1-oxoisoindolin-2-yl)piperidine-2,6-dione FC=1C=C(C=C(C1CN1CCOCC1)F)C=1C=CC=C2N=CC(=NC12)C=1C=NN(C1)C1CCN(CC1)C(CCCCCCC=1C=C2CN(C(C2=CC1)=O)C1C(NC(CC1)=O)=O)=O